SC1=CC=2C(C3=CC=CC=C3OC2C(=C1)S)=O 2,4-dimercaptoxanthone